FC=1C=CC(=C(C(=O)O)C1)[Se]C1=NC(=CC(=N1)OC)OC E-5-fluoro-2-((4,6-dimethoxy-pyrimidin-2-yl)seleno)benzoic acid